(S)-2-(((4-bromophenyl)((4-nitrophenoxy)carbonyl)amino)methyl)piperazine-1,4-dicarboxylate BrC1=CC=C(C=C1)N(C(=O)OC1=CC=C(C=C1)[N+](=O)[O-])C[C@H]1N(CCN(C1)C(=O)[O-])C(=O)[O-]